C1(CC1)C1=NN=C(S1)NC(N(C)C1=CC=2OC(C(=CC2S1)C(=O)O)=O)=O 2-(3-(5-cyclopropyl-1,3,4-thiadiazol-2-yl)-1-methylureido)-5-oxo-5H-thieno[3,2-b]pyran-6-carboxylic acid